N-{15-[(2-{[(4-tert-butylcyclohexyl)(methyl)amino]methyl}quinazolin-4-yl)amino]-12-methyl-3,6,9-trioxa-12-azapentadecan-1-yl}acetamide C(C)(C)(C)C1CCC(CC1)N(C)CC1=NC2=CC=CC=C2C(=N1)NCCCN(CCOCCOCCOCCNC(C)=O)C